C1(CCCCC1)NC1=C(C=C(C=C1)S(=O)(=O)C)C=1N=NNN1 N-cyclohexyl-4-(methylsulfonyl)-2-(2H-tetrazol-5-yl)aniline